C(C)(C)(C)OC(=O)N1CC2=CC=CC=C2C(C1)N1C(N(C2=NC(=NC=C2C1)NC1=CC=C(C=C1)N1CCN(CC1)C)C)=O 4-[1-methyl-7-[4-(4-methylpiperazin-1-yl)anilino]-2-oxo-4H-pyrimido[4,5-d]pyrimidin-3-yl]-3,4-dihydro-1H-isoquinoline-2-carboxylic acid tert-butyl ester